C(CCCCCCC)C1C(C1)CCCCCCCC(CCC1CCN(CC1)CCSSCCN1CCC(CC1)CCC(CCCCCCCCC)CCCCCCCC1C(C1)CCCCCCCC)CCCCCCCCC 1,2-bis(2-(4-(3-(7-(2-octylcyclopropyl)heptyl)dodecyl)piperidin-1-yl)ethyl)disulfane